CC=1SC(=C(N1)C)C1=NC=2C(=C3C(=NC2)N(C=C3)S(=O)(=O)C3=CC=CC=C3)N1C1CCC(CC1)CC#N 2-((1r,4r)-4-(2-(2,4-dimethylthiazol-5-yl)-6-(benzenesulfonyl)imidazo[4,5-d]Pyrrolo[2,3-b]Pyridin-1(6H)-yl)cyclohexyl)acetonitrile